3,4-diethoxy-5-ethylsulfanylphenethylamine C(C)OC=1C=C(CCN)C=C(C1OCC)SCC